3-(4-chloro-2,6-dimethylphenyl)-4-[(ethoxycarbonyl)oxy]-8-methoxy-1-Methyl-1,8-diazaspiro[4.5]dec-3-en-2-one ClC1=CC(=C(C(=C1)C)C=1C(N(C2(C1OC(=O)OCC)CCN(CC2)OC)C)=O)C